CC(CC)NC(C(C)N1CC(CCC1)C=O)=O N-(BUTAN-2-YL)-2-(3-FORMYLPIPERIDIN-1-YL)PROPANAMIDE